FC1=C2C(NC(=NC2=CC(=C1F)N[C@@H]1C[C@@H](C1)OC)CSC1CCOCC1)=O 5,6-Difluoro-7-(((cis)-3-methoxycyclobutyl)amino)-2-(((tetrahydro-2H-pyran-4-yl)thio)methyl)quinazolin-4(3H)-one